N1N=CC=C1C=1C=C(C=CC1)NC(C1=CC(=CC=C1)OCCN1CCCCC1)=O N-(3-(1H-pyrazol-5-yl)phenyl)-3-(2-(piperidin-1-yl)ethoxy)benzamide